3-((S)-1-(benzyloxy)ethyl)-2,2-dichlorocyclobutan-1-one C(C1=CC=CC=C1)O[C@@H](C)C1C(C(C1)=O)(Cl)Cl